2-Aminofluorobenzoamide NC1=C(C(=O)N)C=CC=C1F